CC(C(=O)N1CC(C(C(C1)C(F)(F)F)C1=NN(C(=C1C)OCC1=CC=CC=C1)C(C1=C(C=CC=C1)OC)=O)=O)(C)C 4-[({3-[1-(2,2-Dimethylpropanoyl)-3-oxo-5-(trifluoromethyl)piperidin-4-yl]-1-(2-methoxybenzoyl)-4-methyl-1H-pyrazol-5-yl}oxy)methyl]benzol